Isopropyl 4-(4-pyridylsulfonimidoyl)benzoate N1=CC=C(C=C1)S(=O)(=N)C1=CC=C(C(=O)OC(C)C)C=C1